C(C)(C)(C)OC(=O)N1CCC(=CCC1)C=1C=CC=2N=CN=C(C2N1)NC1=CC(=C(C=C1)OC1=CC=2N(C=C1)N=CN2)C 4-[4-[(3-methyl-4-[[1,2,4]triazolo[1,5-a]pyridin-7-yloxy]phenyl)amino]pyrido[3,2-d]pyrimidin-6-yl]-2,3,6,7-tetrahydroazepine-1-carboxylic acid tert-butyl ester